4-(3-(2,6-dimethoxyphenoxy)-1-methyl-2-oxo-1,2-dihydropyridin-4-yl)-6-methyl-1,6-dihydro-7H-pyrrolo[2,3-c]pyridin-7-one COC1=C(OC=2C(N(C=CC2C=2C3=C(C(N(C2)C)=O)NC=C3)C)=O)C(=CC=C1)OC